(E)-3-(3,4-bis(methoxymethoxy)phenyl)-1-(4-hydroxy-3,5-dimethoxyphenyl)prop-2-en-1-one COCOC=1C=C(C=CC1OCOC)/C=C/C(=O)C1=CC(=C(C(=C1)OC)O)OC